C(C1=CC=CC=C1)O[C@]12[C@H](O[C@@H]3OC(O[C@@H]31)(C)C)[C@@H](CC2)O (3aR,4aR,5R,7aR,7bR)-7a-(benzyloxy)-2,2-dimethylhexahydro-5H-cyclopenta[4,5]furo[2,3-d][1,3]dioxol-5-ol